[Pb].C1(=C(C(=C(C=2C3=C(C(=C(C(=C3NC12)[2H])[2H])[2H])[2H])[2H])N1C2=C(C(=C(C(=C2C=2C(=C(C(=C(C12)[2H])[2H])[2H])[2H])[2H])[2H])[2H])[2H])[2H])[2H] 3,9'-Bicarbazole-d15 lead